(S)-1-oxo-3-(1-((5-oxo-5,8-dihydropyrido[2,3-d]pyrimidin-4-yl)amino)ethyl)-2-phenyl-1,2-dihydroisoquinoline-8-carbonitrile O=C1N(C(=CC2=CC=CC(=C12)C#N)[C@H](C)NC=1C2=C(N=CN1)NC=CC2=O)C2=CC=CC=C2